C1CCCC2=CC=CC=C12 (R)-tetralin